C(CC#C)NC([O-])=O 3-butynylcarbamate